CC1=C(C(=CC=C1)C1CCOCC1)C1=NC=CC=N1 2-(2-methyl-6-(tetrahydro-2H-pyran-4-yl)phenyl)pyrimidine